(11R)-12-(2-azaspiro[3.3]heptan-6-yl)-6-(2,6-dimethylphenyl)-11-isobutyl-2,2-dioxo-9-oxa-2λ6-thia-3,5,12,19-tetrazatricyclo[12.3.1.14,8]nonadeca-1(18),4(19),5,7,14,16-hexaen-13-one C1NCC12CC(C2)N2[C@@H](COC1=CC(=NC(NS(C=3C=CC=C(C2=O)C3)(=O)=O)=N1)C1=C(C=CC=C1C)C)CC(C)C